3-(2-ethoxy-2-oxoethyl)-5-methoxy-1H-indole-2-carboxylic acid ethyl ester C(C)OC(=O)C=1NC2=CC=C(C=C2C1CC(=O)OCC)OC